(R)-N-(5-((6-(3-([1,1'-biphenyl]-3-yl)isoxazolidin-2-yl)pyrimidin-4-yl)amino)-2-((2-(dimethylamino)-ethyl)(methyl)-amino)-4-methoxy-phenyl)acrylamide C1(=CC(=CC=C1)[C@@H]1N(OCC1)C1=CC(=NC=N1)NC=1C(=CC(=C(C1)NC(C=C)=O)N(C)CCN(C)C)OC)C1=CC=CC=C1